BrC1=CC(=CC=2OC(OC21)=S)F bromo-6-fluorobenzo[d][1,3]dioxol-2-thione